1-[[bis(4-methoxyphenyl)-phenylmethoxy]methyl]-7-[2-cyanoethoxy-(diisopropylamino)phosphino]oxy-N-isopropyl-2-oxa-5-azabicyclo[2.2.1]heptane-5-carboxamide COC1=CC=C(C=C1)C(OCC12OCC(N(C1)C(=O)NC(C)C)C2OP(N(C(C)C)C(C)C)OCCC#N)(C2=CC=CC=C2)C2=CC=C(C=C2)OC